CC1=C(C(NC(=C1)C)=O)CNC(=O)C=1C(=C(C=C(C1)C=1C=NC(=CC1)C=O)N(C1CCC(CC1)NC(OC(C)(C)C)=O)C)C tert-butyl ((1s,4s)-4-((3-(((4,6-dimethyl-2-oxo-1,2-dihydropyridin-3-yl)methyl)carbamoyl)-5-(6-formylpyridin-3-yl)-2-methylphenyl)(methyl)amino)cyclohexyl)carbamate